OC1=C(C=CC(=C1)O)C(CCC(=O)N)C 4-(2,4-dihydroxyphenyl)pentanamide